3-(Pyridin-4-yl)propan-2-yn-1-ol N1=CC=C(C=C1)C#CCO